4-(1-((6-(((tert-butoxycarbonyl) (cyclobutylmethyl) amino) methyl) imidazo[1,2-a]pyridin-2-yl) methyl)-1H-1,2,3-triazol-4-yl)-1-(tetrahydro-2H-pyran-2-yl)-1H-indazol-6-yl acetate C(C)(=O)OC1=CC(=C2C=NN(C2=C1)C1OCCCC1)C=1N=NN(C1)CC=1N=C2N(C=C(C=C2)CN(CC2CCC2)C(=O)OC(C)(C)C)C1